O1C(OCC1)C1CCN(CC1)C1=CC=C(CN2C(N(C(CC2)=O)COCC[Si](C)(C)C)=O)C=C1 1-(4-(4-(1,3-dioxolan-2-yl)piperidin-1-yl)benzyl)-3-((2-(trimethylsilyl)ethoxy)methyl)dihydropyrimidine-2,4(1H,3H)-dione